C(C1=CC=CC=C1)OC(=O)N1CC(N(CC1C)C=1C2=C(N=C(N1)Cl)CN(CC2)C(=O)OC(C)(C)C)CC(=O)OC Tert-butyl 4-(4-((benzyloxy) carbonyl)-2-(2-methoxy-2-oxoethyl)-5-methylpiperazin-1-yl)-2-chloro-5,8-dihydropyrido[3,4-d]pyrimidine-7(6H)-carboxylate